OC1(CCCCC1)C(=O)C1=CC=CC=C1 phenyl (1-hydroxycyclohexyl) ketone